(1R,4S)-2-(2-hydroxyethyl)-2-azabicyclo[2.2.1]hept-5-en-3-one OCCN1[C@H]2C=C[C@@H](C1=O)C2